C(=O)O.NC(C(=O)N=[S@@](=O)(C)C=1C=C(C=CC1)NC(C1=C(N=CC(=C1C)C=1C=NN(C1)C)N1CCC(CCC1)(F)F)=O)(C)C (R)-N-(3-(N-(2-amino-2-methylpropanoyl)-S-methylsulfonimidoyl)phenyl)-2-(4,4-difluoroazepan-1-yl)-4-methyl-5-(1-methyl-1H-pyrazol-4-yl)nicotinamide formate